N-(3-cyano-4-fluorophenyl)-2-methylpyrrolidine C(#N)C=1C=C(C=CC1F)N1C(CCC1)C